C(C)[C@]1(C(OCC=2C(N3CC=4C(=NC=5C=C(C(=C6C5C4[C@H](CC6)NC(=O)C6C(CCC6)O)C)F)C3=CC21)=O)=O)O N-((1S,9S)-9-ethyl-5-fluoro-9-hydroxy-4-methyl-10,13-dioxo-2,3,9,10,13,15-hexahydro-1H,12H-benzo[de]pyrano[3',4':6,7]indolizino[1,2-b]quinolin-1-yl)-2-hydroxycyclopentane-1-carboxamide